BrC(=O)OC(CCC)CC 1-ethylbutyl bromoformate